4-[[2-(5-Chloro-2-hydroxy-phenyl)acetyl]amino]-N-[(1R,2S)-2-hydroxycyclopentyl]pyridine-2-carboxamide ClC=1C=CC(=C(C1)CC(=O)NC1=CC(=NC=C1)C(=O)N[C@H]1[C@H](CCC1)O)O